C(C)(C)C1=C(C=C(C=C1)\C=C\C1=CN=CN1C)O (E)-2-isopropyl-5-[2-(1-methyl-1H-imidazol-5-yl)vinyl]phenol